benzyl 4-((7-bromo-2-butyl-1H-imidazo[4,5-d]thieno[3,2-b]pyridin-1-yl) methyl)piperidine-1-carboxylate BrC1=CC2=NC=C3C(=C2S1)N(C(=N3)CCCC)CC3CCN(CC3)C(=O)OCC3=CC=CC=C3